1-(3-(2-methylpyridin-4-yl)-1,2,4-oxadiazol-5-yl)ethylamine hydrochloride Cl.CC1=NC=CC(=C1)C1=NOC(=N1)C(C)N